N-tris(hydroxymethyl)methyl-2-aminopropanesulfonic acid OCC(NC(CS(=O)(=O)O)C)(CO)CO